(1s)-1-cyclopropyl-2,2,2-trifluoroethanamine C1(CC1)[C@@H](C(F)(F)F)N